C(C(=C)C)(=O)OCCCCCCCCCCCCCCCCCCOC(C=C)=O 18-(acryloyloxy)-octadecyl methacrylate